CCCCCCCCCCCCCCCC(=O)OCC(C1C(=C(C(=O)O1)O)O)O ascorbyl 6-palmitate